10-(4-{2-[(10-aminodecyl)amino]ethyl}piperazin-1-yl)decan-1-amine NCCCCCCCCCCNCCN1CCN(CC1)CCCCCCCCCCN